mono(methylsulfonylethyl) sulfide CS(=O)(=O)CCSCCS(=O)(=O)C